OC1=CC(=C2C(C=C(OC2=C1)C1=CC=CC=C1)=O)O 7,5-dihydroxyflavon